CN1C(CC2=CC(=CC=C12)C=1C=C(C=NC1)C1=CN(C(C=C1)=O)C)=O 1-methyl-5-(1'-methyl-6'-oxo-1',6'-dihydro-[3,3'-bipyridin]-5-yl)indolin-2-one